C(=O)(O)CCC(=O)C1=CC2=C(S1)C=C(C(=C2F)OCCCCCOC2=C(C1=C(SC(=C1)C(C(=O)O)(CC=O)C)C=C2OC)F)OC (5-((2-(3-carboxypropanoyl)-4-fluoro-6-methoxybenzo[b]thiophen-5-yloxy)pentyloxy)-4-fluoro-6-methoxybenzo[b]thiophen-2-yl)-2-methyl-4-oxobutanoic acid